N1=CC=C(C=C1)C=1N=C(C2=C(N1)C=NC=C2)N2CCC1(CCN(C1)[C@@H]1[C@H](CCC1)O)CC2 (1S,2S)-2-(8-(2-(pyridin-4-yl)pyrido[3,4-d]pyrimidin-4-yl)-2,8-diazaspiro[4.5]decan-2-yl)cyclopentan-1-ol